C1(CC1)C1=C(C(=NO1)C1=C(C=CC=C1)OC(F)(F)F)C=CC12CCC(CC1)(CC2)C=2SC1=C(N2)C=CC=C1 2-(4-(2-(5-Cyclopropyl-3-(2-(trifluoromethoxy)phenyl)isoxazol-4-yl)vinyl)bicyclo[2.2.2]octan-1-yl)benzo[d]thiazol